tert-butyl 4-(2-methyl-4-nitrophenyl)piperazine-1-carboxylate CC1=C(C=CC(=C1)[N+](=O)[O-])N1CCN(CC1)C(=O)OC(C)(C)C